2-chloro-4-(N-(2,4-dimethoxybenzyl)-N-(1,2,4-thiadiazol-5-yl)sulfonylamino)-5-fluoro-benzoic acid methyl ester COC(C1=C(C=C(C(=C1)F)N(S(=O)(=O)C1=NC=NS1)CC1=C(C=C(C=C1)OC)OC)Cl)=O